5-bromo-4-fluoro-N-(2-morpholinoethyl)-2-nitroaniline BrC=1C(=CC(=C(NCCN2CCOCC2)C1)[N+](=O)[O-])F